COC1=CC2=C(N=NN(C2=O)CC(=O)O)C=C1 2-(6-methoxy-4-oxo-benzo[d][1,2,3]triazin-3(4H)-yl)acetic acid